ClC=CC1=C(C=CC=C1Cl)Cl beta-chloro-2,6-dichlorostyrene